1-((2-chlorothiazol-5-yl)methyl)-3-(1H-indol-3-yl)-9-methyl-4-oxo-4H-pyrido[1,2-a]pyrimidinium ClC=1SC(=CN1)C[N+]1=C2N(C(C(=C1)C1=CNC3=CC=CC=C13)=O)C=CC=C2C